2-[7-fluoro-3-(2-trimethylsilylethoxymethyl)benzimidazol-5-yl]oxyethanol FC1=CC(=CC2=C1N=CN2COCC[Si](C)(C)C)OCCO